C(C=C)(=O)N1CC2(C1)CCN(CC2)C([C@@H](CC=C(Cl)Cl)C2=CC(=CC=C2)Cl)=O (S)-1-(2-acryloyl-2,7-diazaspiro[3.5]nonan-7-yl)-5,5-dichloro-2-(3-chlorophenyl)pent-4-en-1-one